CN(N)CC1=CC=CC=C1 methylbenzyl-hydrazine